C1(CCC1)NC(C[C@H](CCN1CCCCC1)NC(=O)C1=NN(C(=C1)C1=C(C=CC=C1)C1CC1)C1CCCC1)=O (3S)-N-cyclobutyl-3-{[1-cyclopentyl-5-(2-cyclopropylphenyl)-1H-pyrazol-3-yl]formamido}-5-(piperidin-1-yl)pentanamide